(S)-2-(4-hydroxypentyl)isoindoline-1,3-dione O[C@H](CCCN1C(C2=CC=CC=C2C1=O)=O)C